C1(=CC=CC=C1)SC[C@@H](CCN1CCNCC1)NC1=C(C=C(C=C1)S(=O)(=O)NC(C1=CC=CC=C1)=O)S(=O)(=O)C(F)(F)F N-((4-(((R)-1-(phenylthio)-4-(piperazin-1-yl)butan-2-yl)amino)-3-((trifluoromethyl)sulfonyl)phenyl)sulfonyl)benzamide